[Si](C)(C)(C(C)(C)C)OCC1=C(OC2=C(C(=O)O[Si](C)(C)C(C)(C)C)C=CC(=C2)N2CCN(CC2)CC2=C(CC(CC2)(C)C)C2=CC=C(C=C2)Cl)C=CC=C1 Tert-butyldimethylsilyl 2-(2-(((tert-butyldimethylsilyl)oxy)methyl)phenoxy)-4-(4-((4'-chloro-5,5-dimethyl-3,4,5,6-tetrahydro-[1,1'-biphenyl]-2-yl)methyl)piperazin-1-yl)benzoate